C(C)(C)(C)C=1C=CC=2NC3=CC=CC(=C3SC2C1)C(C)(C)C 3,6-di-tert-butylphenothiazine